methyl (E)-3-methoxy-2-[2-[[6-(trifluoromethyl)pyridin-2-yl]oxymethyl]phenyl]prop-2-enoate CO/C=C(/C(=O)OC)\C1=C(C=CC=C1)COC1=NC(=CC=C1)C(F)(F)F